N1N=CC(=C1)C1=CC(=C2C=NNC2=C1)NCCOCCCCNCC=1C=C(C=C(C1)OC(F)(F)F)CO (3-(((4-(2-((6-(1H-pyrazol-4-yl)-1H-indazol-4-yl)amino)ethoxy)butyl)amino)methyl)-5-(trifluoromethoxy)phenyl)methanol